4-METHYL-6-(METHYLAMINO)PYRIMIDINE-2-THIOL CC1=NC(=NC(=C1)NC)S